Tert-butyldimethylsilyl chloride [Si](C)(C)(C(C)(C)C)Cl